(E)-2-(4,5-dichloro-1,3-thiazol-2-ylcarbonylamino)-5,5-dimethyl-3-hexenoic acid ClC=1N=C(SC1Cl)C(=O)NC(C(=O)O)\C=C\C(C)(C)C